N-[5-[[6-(cyclopropylmethyl)pyrazin-2-yl]carbamoyl]-4-fluoro-2-methylphenyl]-2-methyl-1,3-thiazole-5-carboxamide C1(CC1)CC1=CN=CC(=N1)NC(=O)C=1C(=CC(=C(C1)NC(=O)C1=CN=C(S1)C)C)F